NC=1NC(=NN1)C1=C(N[C@H](C)C2=CC(=CC=3C(C(=C(OC32)C3=CC=CC=C3)C)=O)C)C=CC=C1 8-[(1R)-1-[2-(5-amino-4H-1,2,4-triazol-3-yl)anilino]ethyl]-3,6-dimethyl-2-phenyl-benzopyran-4-one